2-(6-Bromo-pyridin-2-yl)-pentanoic Acid (5-bromo-pyrazin-2-yl)-amide BrC=1N=CC(=NC1)NC(C(CCC)C1=NC(=CC=C1)Br)=O